(4-(cyclopropanecarbonyl)piperazin-1-yl)(6-methoxy-4-(1-methyl-1H-pyrazol-4-yl)quinolin-3-yl)methanone C1(CC1)C(=O)N1CCN(CC1)C(=O)C=1C=NC2=CC=C(C=C2C1C=1C=NN(C1)C)OC